4-(1-(5-(4-fluorophenyl)-1-(4-(trifluoromethyl)benzyl)-1H-indole-7-carboxamido)cyclopropyl)-benzoic acid FC1=CC=C(C=C1)C=1C=C2C=CN(C2=C(C1)C(=O)NC1(CC1)C1=CC=C(C(=O)O)C=C1)CC1=CC=C(C=C1)C(F)(F)F